N-iso-Pentyl-4-methyl-4'-(2-(4-methylpiperazin-1-yl)ethyl)-[1,1'-biphenyl]-3-amine C(CC(C)C)NC=1C=C(C=CC1C)C1=CC=C(C=C1)CCN1CCN(CC1)C